tetracosanol tetracosanoate C(CCCCCCCCCCCCCCCCCCCCCCC)(=O)OCCCCCCCCCCCCCCCCCCCCCCCC